[Ag+].O(C1=CC=CC=C1)C=1C=C(C=CC1)S(=O)[O-].[Li+].O(C1=CC=CC=C1)C=1C=C(C=CC1)S(=O)[O-] lithium 3-phenoxybenzenesulfinate silver